tert-butyl (3-(3-((2,6-dioxopiperidin-3-yl)amino)-2,6-difluorophenyl)prop-2-yn-1-yl)carbamate O=C1NC(CCC1NC=1C(=C(C(=CC1)F)C#CCNC(OC(C)(C)C)=O)F)=O